C(=O)(OCC1C2=CC=CC=C2C2=CC=CC=C12)N[C@H](C(=O)O)CC(F)F (S)-2-(Fmoc-amino)-4,4-difluorobutyric acid